CC=1C=C(N=NC1N1CC=2C=C(C=NC2CC1)C=1C=NC(=CC1)C)C#N 5-methyl-6-(3-(6-methylpyridin-3-yl)-7,8-dihydro-1,6-naphthyridin-6(5H)-yl)pyridazine-3-carbonitrile